N(C(=N)N)CCC[C@@H](C(=O)N1CCN(CC1)C(=O)OCC)NS(=O)(=O)C1=C(C=C(C=C1C(C)C)C(C)C)C(C)C (S)-ethyl 4-(5-guanidino-2-(2,4,6-triisopropylphenylsulfonamido) pentanoyl)piperazine-1-carboxylate